4-[[(2S,3R,4R,5R)-3-(5-chloro-3,4-difluoro-2-methoxy-phenyl)-4,5-dimethyl-5-(trifluoromethyl)tetrahydrofuran-2-carbonyl]amino]pyridine-2-carboxamide ClC=1C(=C(C(=C(C1)[C@@H]1[C@H](O[C@]([C@@H]1C)(C(F)(F)F)C)C(=O)NC1=CC(=NC=C1)C(=O)N)OC)F)F